3-[[4-[5-isobutyl-2-(2H-tetrazol-5-yl)-phenyl]piperazin-1-yl]methyl]pyridazine C(C(C)C)C=1C=CC(=C(C1)N1CCN(CC1)CC=1N=NC=CC1)C=1N=NNN1